C(C1=CC=CC=C1)OC=1C(C(=CN2[C@H]3C(CCCN(C(C12)=O)C3)=O)C(=O)NCC3=C(C=C(C=C3)F)F)=O (1R)-6-benzyloxy-N-[(2,4-difluorophenyl)methyl]-5,8,13-trioxo-2,9-diazatricyclo[7.4.1.02,7]tetradec-3,6-diene-4-carboxamide